Tert-butyl 2-fluorobenzoate FC1=C(C(=O)OC(C)(C)C)C=CC=C1